3-(1-(4-chlorophenyl)pyrrolidin-3-yl)-2-fluorobenzoic acid ClC1=CC=C(C=C1)N1CC(CC1)C=1C(=C(C(=O)O)C=CC1)F